BrC=1C2=C(C(N(C1)C)=O)NC(=C2C=2OC(=NN2)C2CC2)C 4-bromo-3-(5-cyclopropyl-1,3,4-oxadiazol-2-yl)-2,6-dimethyl-1H-pyrrolo[2,3-c]pyridin-7(6H)-one